CN1CCC(=CC1)C1=CC=C(N=N1)C=1C(=CC2=CC(=CC=C2C1)O)O 3-(6-(1-methyl-1,2,3,6-tetrahydropyridin-4-yl)pyridazin-3-yl)naphthalene-2,7-diol